4-(4-((S)-3-aminopyrrolidin-1-yl)-6-(difluoromethyl)quinazolin-2-yl)-1-(cyclopropylimino)-2,3,4,5-tetrahydro-benzo[f][1,4]thiazepine N[C@@H]1CN(CC1)C1=NC(=NC2=CC=C(C=C12)C(F)F)N1CCS(C2=C(C1)C=CC=C2)=NC2CC2